phenyl-isobutyl-aluminum hydride C1(=CC=CC=C1)[AlH]CC(C)C